2-((2S,4R)-2-(((tert-Butoxycarbonyl)amino)methyl)-5-chloro-2-phenyl-2,3-dihydrobenzofuran-4-yl)-3,4-difluorobenzoic acid C(C)(C)(C)OC(=O)NC[C@@]1(OC2=C(C1)C(=C(C=C2)Cl)C2=C(C(=O)O)C=CC(=C2F)F)C2=CC=CC=C2